5-(1-CYANOCYCLOPROPYL)-PYRIDIN C(#N)C1(CC1)C=1C=CC=NC1